2-Amino-3-cyano-6,7-dihydro-5H-cyclopenta[b]pyridine NC1=C(C=C2C(=N1)CCC2)C#N